3-(5-methyl-1,3-thiazol-2-yl)-5-[(3S)-tetrahydro-furan-3-yloxy]-N-{(1R)-1-[2-(trifluoromethyl)pyrimidin-5-yl]ethyl}benzamide CC1=CN=C(S1)C=1C=C(C(=O)N[C@H](C)C=2C=NC(=NC2)C(F)(F)F)C=C(C1)O[C@@H]1COCC1